BrC=1C(=CNC(C1)=O)C(=O)[O-] 4-bromo-6-oxo-1,6-dihydropyridine-3-carboxylate